(R)-2-bromo-3-phenylpropionic acid Br[C@@H](C(=O)O)CC1=CC=CC=C1